1,2-bis[5-(1-methylhydrazinyl)tetrazol-1-yl]propane CN(N)C1=NN=NN1CC(C)N1N=NN=C1N(N)C